O=CC(C=O)C1=NC=C(C(=O)O)C=C1 6-(1,3-dioxopropan-2-yl)nicotinic acid